C(C)(C)C1=CC=C(C=NNC2=CC=C(C(=O)O)C=C2)C=C1 4-(2-(4-isopropylbenzylidene)hydrazinyl)benzoic acid